NC1=NC=C(C=C1C=1C=C2CCNC(C2=CC1)=O)C1=CC=C(C=C1)N1C[C@H](N([C@H](C1)C)C)C 6-(2-amino-5-(4-((3R,5S)-3,4,5-trimethylpiperazin-1-yl)phenyl)pyridin-3-yl)-3,4-dihydroisoquinolin-1(2H)-one